CC1=C(C(NC(=C1)C)=O)CNC(=O)C=1C=C(C=C(C1C)N(C1CCOCC1)CC)C1=CC=C(C=C1)CN1CCCC1 N-((4,6-dimethyl-2-oxo-1,2-dihydropyridin-3-yl)methyl)-5-(ethyl-(tetrahydro-2H-pyran-4-yl)amino)-4-methyl-4'-(pyrrolidin-1-ylmethyl)-[1,1'-biphenyl]-3-carboxamide